Propylmercaptan C(CC)S